N-(4-bromo-2-trifluoromethoxyphenyl)-3,5-bis(trifluoromethyl)benzene-sulfonamide BrC1=CC(=C(C=C1)NS(=O)(=O)C1=CC(=CC(=C1)C(F)(F)F)C(F)(F)F)OC(F)(F)F